ClC=CC(F)(F)Cl 1,3-dichloro-3,3-difluoropropan-1-ene